NC1=C(C(N(C(=N1)N1CC2(C1)CC(CC2)N)C)=O)SC2=C(C(=CC=C2)Cl)Cl 6-amino-2-(6-amino-2-azaspiro[3.4]oct-2-yl)-5-((2,3-dichlorophenyl)thio)-3-methylpyrimidin-4(3H)-one